1-(2-butoxyethoxy)ethanol 2,6-diethyl-4-methylphenylacetate C(C)C1=C(C(=CC(=C1)C)CC)CC(=O)OC(C)OCCOCCCC